COC1CN(C1)C=1OC2=C(N1)C=CC(=C2)N2C=C(C(C=C2C2=CC(=C(C=C2)N2CCCC2)C(F)(F)F)=O)C(=O)O 1-(2-(3-methoxyazetidin-1-yl)benzo[d]oxazol-6-yl)-4-oxo-6-(4-(pyrrolidin-1-yl)-3-(trifluoromethyl)phenyl)-1,4-dihydropyridine-3-carboxylic acid